isobenzofuran-1(3H)-one-3,3-d2 TFA Salt OC(=O)C(F)(F)F.C1(OC(C2=CC=CC=C12)([2H])[2H])=O